1-(4-nitrobenzyl)pyridin-1-ium [N+](=O)([O-])C1=CC=C(C[N+]2=CC=CC=C2)C=C1